FC(C1=C2C=CC=C(C2=CC=C1)C1CCNCC1)(F)F 4-(5-(trifluoromethyl)naphthalen-1-yl)piperidine